2-[2-[2-[2-[2-[2-[2-[2-[2-[2-(2-methoxyethoxy)ethoxy]ethoxy]ethoxy]ethoxy]ethoxy]ethoxy]ethoxy]ethoxy]ethoxy]acetic acid COCCOCCOCCOCCOCCOCCOCCOCCOCCOCCOCC(=O)O